ClC(C1=NC(=NO1)C1=CC=2N(C=C1)C=C(N2)CN=S(=O)(C=2C=NC=NC2)C)(F)F (((7-(5-(chlorodifluoromethyl)-1,2,4-oxadiazol-3-yl)imidazo[1,2-a]pyridin-2-yl)methyl)imino)(methyl)(pyrimidin-5-yl)-λ6-sulfanone